4-amino-7-{(1S)-1-[3-(2-fluorophenyl)-1,2-oxazol-5-yl]ethyl}-5-[2-(trifluoromethyl)pyrimidin-5-yl]pyrrolo[2,1-f][1,2,4]triazine-6-carbonitrile NC1=NC=NN2C1=C(C(=C2[C@H](C)C2=CC(=NO2)C2=C(C=CC=C2)F)C#N)C=2C=NC(=NC2)C(F)(F)F